(S)-2,7-dimethyl-3-(trifluoromethylsulfonyloxy)-4,5-dihydro-2H-pyrazolo[3,4-c]Pyridine-6(7H)-carboxylic acid tert-butyl ester C(C)(C)(C)OC(=O)N1[C@H](C=2C(CC1)=C(N(N2)C)OS(=O)(=O)C(F)(F)F)C